CC=1C=NC2=CC(=C(C=C2C1)O)C=1N=NC(=CC1)N(C1CC(NC(C1)(C)C)(C)C)C 3-methyl-7-(6-(methyl(2,2,6,6-tetramethylpiperidin-4-yl)amino)pyridazin-3-yl)quinolin-6-ol